(E)-2-((2,6-diaminopyridin-3-yl)diazenyl)phenol NC1=NC(=CC=C1/N=N/C1=C(C=CC=C1)O)N